FC1=C(C=C(C=C1)F)C1=NC=NC(=C1NC(=O)C1=CC(=NO1)OCC1(CC1)F)C1OCC(CC1)(F)F N-(4-(2,5-difluorophenyl)-6-(5,5-difluorotetrahydro-2H-pyran-2-yl)pyrimidin-5-yl)-3-((1-fluorocyclopropyl)methoxy)isoxazole-5-carboxamide